FC1=C(C(=CC=C1)F)C=1C=2C=3CCCCOC3SC2NC([C@@H](N1)C)=O (5S)-3-(2,6-difluorophenyl)-5-methyl-11-oxa-9-thia-4,7-diazatricyclo[8.5.0.02,8]pentadecan-1(10),2(8),3-trien-6-one